N-(1-carbamoyl-2-phenylethyl)-N-propylbutyramide C(N)(=O)C(CC1=CC=CC=C1)N(C(CCC)=O)CCC